N,N-Dimethyl-9-Dodecenamide CN(C(CCCCCCCC=CCC)=O)C